N1=NN=NC(=C1CN)CN tetrazinedimethylamine